FC(S(=O)(=O)OC1=CC(=CC(=C1)C=1C=NN(C1)C)[C@@H](C)NC(C1=C(C=CC(=C1)N1CCN(CC1)C)C)=O)(F)F [3-[(1R)-1-[[2-methyl-5-(4-methylpiperazin-1-yl) benzoyl] amino] ethyl]-5-(1-methylpyrazol-4-yl) phenyl] trifluoromethanesulfonate